ClC1=C(C(=CC=C1)F)CN(C)CN1C(OCC1)=S 3-[[(2-chloro-6-fluorophenyl)methyl-methylamino]methyl]-1,3-oxazolidine-2-thione